6-Acetyladenosine triphosphate P(O)(=O)(OP(=O)(O)OP(=O)(O)O)OC[C@@H]1[C@H]([C@H]([C@@H](O1)N1CN=C2C(N)(N=CN=C12)C(C)=O)O)O